COC(C1CCN(CC1)C1=CC=C(C=C1)C1C(CCC2=CC(=CC=C12)O)C1=CC=CC=2CCCCC12)OC (1S,2R)-1'-(4-(4-(dimethoxymethyl)piperidin-1-yl)phenyl)-1',2',3',4',5,6,7,8-octahydro-[1,2'-binaphthalen]-6'-ol